C1CC12OC(COC2)COC2=CC=C(C=C2)C=2C=C(C(NC2C(F)(F)F)=O)C(=O)N 5-(4-((4,7-Dioxaspiro[2.5]oct-5-yl)methoxy)phenyl)-2-oxo-6-(trifluoromethyl)-1,2-dihydropyridin-3-carboxamide